Dimethyl-n-hexyloxysilane C[SiH](OCCCCCC)C